ClC=1C=NN2C1C(=CC(=C2)OC)C=2C=NC(=CC2)N2CCC(CC2)OC=2N=NC(=CC2)C 3-chloro-6-methoxy-4-(6-(4-((6-methylpyridazin-3-yl)oxy)piperidin-1-yl)pyridin-3-yl)pyrazolo[1,5-a]pyridine